ClC1=CC2=C(N(C(N2CCN2CCOCC2)=O)C2CCN(CC2)CC2=CC(=C(C=C2)Cl)Cl)C=C1Cl 5,6-dichloro-1-(1-(3,4-dichlorobenzyl)piperidin-4-yl)-3-(2-morpholinoethyl)-1,3-dihydro-2H-benzo[d]imidazol-2-one